tert-butyl 4-[[3-(3,3-dimethyl-2-oxo-1H-pyrrolo[2,3-b]pyridin-4-yl)-5-fluoro-phenyl]methyl]piperazine-1-carboxylate CC1(C(NC2=NC=CC(=C21)C=2C=C(C=C(C2)F)CN2CCN(CC2)C(=O)OC(C)(C)C)=O)C